ClC=1C(=C(C(=CC1)C(F)F)C1=CN=CC(=N1)C(=O)NC=1C=NN(C1)[C@@H](C)C1=NC=C(N=C1C)N1C([C@@H]2C[C@@H]2C1)=O)F |o1:24| 6-(3-Chloro-6-(difluoromethyl)-2-fluorophenyl)-N-(1-((S or R)-1-(3-methyl-5-((1R,5S)-2-oxo-3-azabicyclo[3.1.0]hexan-3-yl)pyrazin-2-yl)ethyl)-1H-pyrazol-4-yl)pyrazine-2-carboxamide